O/C=C/C#N (E)-3-hydroxyprop-2-enenitrile